N-succinimidyl-4-(2-tert-butoxycarbonylguanidino)methyl-3-[131I]iodobenzoate C1(CCC(N1N(C(=NC(=O)OC(C)(C)C)N)CC1=C(C=C(C(=O)[O-])C=C1)[131I])=O)=O